FC(C(=O)O)(F)F.NC1=NC=CC2=C1N=C(N=C2C(C)C)C=2C=C(C=CC2)C#C[C@]2(C(N(CC2)C)=O)O (R)-3-((3-(8-Amino-4-isopropylpyrido[3,4-d]pyrimidin-2-yl)phenyl)ethynyl)-3-hydroxy-1-methylpyrrolidin-2-one trifluoroacetate